C(C)N1[C@@H](CCCC1)[C@H](C)OC=1C=C2COC(C2=CC1)=O 5-((S)-1-((S)-1-ethylpiperidin-2-yl)ethoxy)isobenzofuran-1(3H)-one